POTASSIUM METHOXYSALICYLATE COOC=1C(C(=O)[O-])=CC=CC1.[K+]